C(C)(C)(C)N1C(C=CC2=CN=CC=C12)NC([O-])=O 1-tert-butyl(1,6-naphthyridin-2-yl)carbamate